1-(4-(((6-(2-Chloro-3-(2,3-dichloropyridin-4-yl)phenyl)-2-methoxypyridin-3-yl)methyl)amino)piperidin-1-yl)ethan-1-one ClC1=C(C=CC=C1C1=C(C(=NC=C1)Cl)Cl)C1=CC=C(C(=N1)OC)CNC1CCN(CC1)C(C)=O